(2R,3S,4S)-2-[(4-chlorophenyl)methyl]-4-hydroxypyrrolidin-3-yl N-[(3,5-difluorophenyl)methyl]carbamate FC=1C=C(C=C(C1)F)CNC(O[C@H]1[C@H](NC[C@@H]1O)CC1=CC=C(C=C1)Cl)=O